CC=1C(=C(N=NC1C(F)(F)F)OC1=C(C=C(C=C1)OC(F)(F)F)C)C(=O)NC1=CC(=CC=C1)S(=O)(=O)C 5-Methyl-3-(2-methyl-4-(trifluoromethoxy)phenoxy)-N-(3-(methylsulfonyl)phenyl)-6-(trifluoromethyl)pyridazine-4-carboxamide